N-[4-methyl-3-(trifluoromethyl)phenyl]carbamic acid tert-butyl ester C(C)(C)(C)OC(NC1=CC(=C(C=C1)C)C(F)(F)F)=O